ClC1=C(C=CC(=C1)NC(CCCCCCCCCCCCC)=O)C1=CC(OC2=CC(=CC=C12)OCC(=O)O)=O 2-[4-[2-chloro-4-(tetradecanamido)phenyl]-2-oxo-chromen-7-yl]oxyacetic acid